C[Si](CC#C)(C)C trimethyl-(propargyl)silane